C(C)C1(COC(OC1)=O)CC 5,5-diethyl-1,3-dioxan-2-one